C(CCC)N(C([S-])=S)CCCC.[Cu+2].C(CCC)N(C([S-])=S)CCCC copper N,N-dibutyldithiocarbamate